2,3-dihydro-6-methoxy-1H-xanthene-4-formaldehyde COC=1C=C2OC3=C(CCCC3=CC2=CC1)C=O